FC=1C=C(C=CC1OC1=C(N=CS1)C)N1N=C2N(C1=O)[C@@H](CC2)C2=CC=CC=C2 (S)-2-(3-fluoro-4-((4-methylthiazol-5-yl)oxy)phenyl)-5-phenyl-2,5,6,7-tetrahydro-3H-pyrrolo[2,1-c][1,2,4]triazol-3-one